[Si](C)(C)(C(C)(C)C)OC1CN(CC1)C(=O)[O-] 3-((tert-butyldimethylsilyl)oxy)pyrrolidine-1-carboxylate